N1=CC(=C2N1C=CN=C2)C(=O)N2CC1=C(CC2)C(=CS1)C(=O)NC1=NOC(=C1)C(C(F)(F)F)(C)C 6-(Pyrazolo[1,5-a]pyrazin-3-carbonyl)-N-(5-(1,1,1-trifluoro-2-methylpropan-2-yl)isoxazol-3-yl)-4,5,6,7-tetrahydrothieno[2,3-c]pyridin-3-carboxamid